NCC=1C=C2C=CNC2=CC1 5-aminomethyl-indol